benzyl 6-bromo-5-(2-(methylamino)-2-oxoethyl)-1,3,4,5-tetrahydro-2H-pyrido[4,3-b]indole-2-carboxylate BrC1=CC=CC=2C3=C(N(C12)CC(=O)NC)CCN(C3)C(=O)OCC3=CC=CC=C3